2-Ethoxy-N-[(4-fluorophenyl)-methyl]-4-methyl-6-[(3R)-3-methyl-morpholin-4-yl]-pyridine-3-carboxylic acid amide C(C)OC1=NC(=CC(=C1C(=O)NCC1=CC=C(C=C1)F)C)N1[C@@H](COCC1)C